4-methyl-3-((1-methyl-1H-imidazol-4-yl)ethynyl)-N-(4-((4-methylpiperazin-1-yl)methyl)-3-(trifluoromethyl)phenyl)benzamide CC1=C(C=C(C(=O)NC2=CC(=C(C=C2)CN2CCN(CC2)C)C(F)(F)F)C=C1)C#CC=1N=CN(C1)C